6-Chloro-N-(methyl-d3)-2,7-naphthyridin-1-amine ClC=1C=C2C=CN=C(C2=CN1)NC([2H])([2H])[2H]